4-hydroxy-8,14-dithia-11-azatricyclo[7.5.0.02,7]tetradeca-1(9),2,4,6-tetraen-10-one OC=1C=C2C=3SCCNC(C3SC2=CC1)=O